diphenyl-4,4'-biphenyl diisocyanate [N-]=C=O.[N-]=C=O.C1(=CC=CC=C1)C1=CC=C(C=C1)C1=CC=C(C=C1)C1=CC=CC=C1